C(C=C)(=O)NC=1C=CC(=C(C(=O)O)C1)C(N(CC(C)C)CC(C)C)=O 5-acrylamido-2-(diisobutylcarbamoyl)benzoic acid